3-(4-(4-((1-(4'-bromo-5'-oxo-5'H-spiro[cyclohexane-1,7'-indolo[1,2-a]quinazolin]-10'-yl)piperidin-4-yl)methyl)piperazin-1-yl)-2,6-difluorophenyl)piperidine-2,6-dion BrC=1C=2C(N=C3N(C2C=CC1)C1=CC(=CC=C1C31CCCCC1)N1CCC(CC1)CN1CCN(CC1)C1=CC(=C(C(=C1)F)C1C(NC(CC1)=O)=O)F)=O